The molecule is an iron coordination entity consisting of two cyano and one carbonyl group coordinated to a central iron atom. It is a metal carbonyl and an iron coordination entity. [C-]#N.[C-]#N.C(=O)=[Fe]